(S)-4-(2-(4-(5-chloro-2-(4-chloro-1H-1,2,3-triazol-1-yl)phenyl)-6-oxoPyrimidine-1(6H)-yl)-3-phenylpropionamido)benzoic acid ClC=1C=CC(=C(C1)C=1N=CN(C(C1)=O)[C@H](C(=O)NC1=CC=C(C(=O)O)C=C1)CC1=CC=CC=C1)N1N=NC(=C1)Cl